CN1C(=NC=C1)CCCC N-methyl-butyl-imidazole